(R)-dimethyl((2-(2-methylimidazo[1,2-a]pyridin-3-yl)-6-(3-methylmorpholino)pyrimidin-4-yl)imino)-λ6-sulfanone CS(=O)(=NC1=NC(=NC(=C1)N1[C@@H](COCC1)C)C1=C(N=C2N1C=CC=C2)C)C